(2-(3-methoxyphenyl)pyrazolo[1,5-a]pyrimidin-6-yl)(2-hydroxy-5-nitrophenyl)methanone COC=1C=C(C=CC1)C1=NN2C(N=CC(=C2)C(=O)C2=C(C=CC(=C2)[N+](=O)[O-])O)=C1